NC1=NC=2C=NC(=CC2C2=C1COC2)C(=O)N(C2COC1=C2C=CC(=C1)C(F)(F)F)C 4-Amino-N-methyl-N-(6-(trifluoromethyl)-2,3-dihydrobenzofuran-3-yl)-1,3-dihydrofuro[3,4-c][1,7]naphthyridine-8-carboxamide